tert-Butyl-(5S)-2-[2-(4-fluorophenyl)ethyl]-3-oxo-2,3,5,6,7,8-hexahydro[1,2,4]triazolo[4,3-a]pyridine-5-carboxylate C(C)(C)(C)OC(=O)[C@@H]1CCCC=2N1C(N(N2)CCC2=CC=C(C=C2)F)=O